C(C)(C)(C)OC(=O)N1C[C@@H](OCC1)C1=CC=2C(=NC=C(C2Cl)C(N)=O)N1 (R)-2-(5-carbamoyl-4-chloro-1H-pyrrolo[2,3-b]pyridin-2-yl)morpholine-4-carboxylic acid tert-butyl ester